C12CSCC(CNC1)N2 3-thia-7,9-diazabicyclo[3.3.1]nonane